(1R)-6-bromo-1-{[(3S)-oxan-3-yl]methyl}-2-[5-(trifluoromethyl)-1,3,4-oxadiazol-2-yl]-2,3,4,9-tetrahydro-1H-pyrido[3,4-b]indole BrC=1C=C2C3=C(NC2=CC1)[C@H](N(CC3)C=3OC(=NN3)C(F)(F)F)C[C@H]3COCCC3